C(C)C=1C=C(C(=O)C2=CC(=C(C(=C2)CC)N)CC)C=C(C1N)CC 3,3',5,5'-tetraethyl-4,4'-diaminobenzophenone